ClC=1NC2=CC=CC=C2C1C[C@H](C)NC (S)-1-(2-chloro-1H-indol-3-yl)-N-methylpropan-2-amine